N(=[N+]=[N-])C1C(C2=CC=C(C=C2C1)OC)=O 2-azido-5-methoxy-2,3-dihydro-1H-inden-1-one